C(C=C)(=O)N1[C@@H](CCCCC1)C=1N(C(=C(N1)C1=CC=C(C=C1)C(NC1=NC=CC(=C1)CC)=O)C(=O)N)N (S)-2-(1-propenoyl-azepan-2-yl)-1-amino-4-(4-((4-ethylpyridin-2-yl)carbamoyl)phenyl)-1H-imidazole-5-carboxamide